methyl 2-[[3-(2-amino-6-chloro-pyrimidin-4-yl)-1-(difluoro methyl)pyrazol-4-yl]methyl]benzoate NC1=NC(=CC(=N1)C1=NN(C=C1CC1=C(C(=O)OC)C=CC=C1)C(F)F)Cl